CC1=C(CN)C(=CC=C1)C 2,6-dimethylbenzylamine